(S)-tert-butyl 2-(((5-bromo-1-methyl-1H-pyrazol-4-yl)oxy)methyl)azetidine-1-carboxylate BrC1=C(C=NN1C)OC[C@H]1N(CC1)C(=O)OC(C)(C)C